C=C1C(C1C(=O)O)C(=O)O 3-METHYLIDENECYCLOPROPANE-1,2-DICARBOXYLIC ACID